4-fluoroisochromane FC1COCC2=CC=CC=C12